CC1=C(C(=CC=C1)C)NC(=O)N=S(=O)(N)C=1C=NN2C1OCC(C2)(C)C N'-((2,6-dimethylphenyl)carbamoyl)-6,6-dimethyl-6,7-dihydro-5H-pyrazolo[5,1-b][1,3]oxazine-3-sulfonimidamide